(R,E)-tert-butyl 3-(5-chloro-2-((1-(7-(4-(dimethylamino)but-2-enamido)-2-methylquinazolin-4-yl)pyrrolidin-3-yl)amino)pyrimidin-4-yl)-1H-indole-1-carboxylate ClC=1C(=NC(=NC1)N[C@H]1CN(CC1)C1=NC(=NC2=CC(=CC=C12)NC(\C=C\CN(C)C)=O)C)C1=CN(C2=CC=CC=C12)C(=O)OC(C)(C)C